N-(2-(4-cyanopiperazin-1-yl)-5-(4-(2,6-dichloro-3,5-dimethoxyphenyl)imidazo[1,2-a][1,6]naphthyridin-8-yl)-4-methoxyphenyl)acrylamide C(#N)N1CCN(CC1)C1=C(C=C(C(=C1)OC)C1=NC=C2C=C(C=3N(C2=C1)C=CN3)C3=C(C(=CC(=C3Cl)OC)OC)Cl)NC(C=C)=O